ClC1=C(C(=CC=C1)F)NC(=O)C1=CC(=C(C=C1O[C@H](C(F)(F)F)C)N1N=C(N(C1=O)C1CCC1)C(=O)O)F 1-(4-[(2-chloro-6-fluorophenyl)carbamoyl]-2-fluoro-5-{[(2S)-1,1,1-trifluoroprop-2-yl]oxy}phenyl)-4-cyclobutyl-5-oxo-4,5-dihydro-1H-1,2,4-triazole-3-carboxylic acid